Methyl N5-methyl-N5-phenethyl-L-glutaminate hydrochloride Cl.CN(C(CC[C@H](N)C(=O)OC)=O)CCC1=CC=CC=C1